2-[1-(4-chloro-1,3-thiazol-2-yl)-1H-pyrazol-4-yl]-N-(5-cyclopropyl-1H-pyrazol-3-yl)propanamide ClC=1N=C(SC1)N1N=CC(=C1)C(C(=O)NC1=NNC(=C1)C1CC1)C